N-((1r,4r)-4-(3-Chloro-4-cyano-2-methylphenoxy)cyclohexyl)-6-(4-(hydroxyl-methyl)piperidin-1-yl)pyridazine-3-carboxamide ClC=1C(=C(OC2CCC(CC2)NC(=O)C=2N=NC(=CC2)N2CCC(CC2)CO)C=CC1C#N)C